C(C)(C)(C)OC(C(OCCOCCOCCOCC)C1=CC=CC=2N(C(N(C21)C)=O)C2C(NC(CC2)=O)=O)=O (1-(2,6-Dioxopiperidin-3-yl)-3-methyl-2-oxo-2,3-dihydro-1H-benzo[d]imidazol-4-yl)-3,6,9,12-tetraoxatetradecan-1-oic acid tert-butyl ester